aminomercury chloride N[Hg]Cl